N-[4-[[1-(2-Aminoacetyl)azetidin-3-yl]carbamoyl]-3-ethylphenyl]-5-(2,3-difluoro-4-methoxyphenyl)-1-methylimidazol-2-carboxamid NCC(=O)N1CC(C1)NC(=O)C1=C(C=C(C=C1)NC(=O)C=1N(C(=CN1)C1=C(C(=C(C=C1)OC)F)F)C)CC